C1(=CC(=CC=C1)CC1N(CC2(CCC2)C1NS(=O)(=O)C)C(C(C)C)=O)C1=CC=CC=C1 N-(7-([1,1'-biphenyl]-3-ylmethyl)-6-isobutyryl-6-azaspiro[3.4]octan-8-yl)methanesulfonamide